ClC1=CC=C(C=C1)C1CCN(CC1)S(=O)(=O)NC1=NC=C(C=C1)O 4-(4-chlorophenyl)-N-(5-hydroxypyridin-2-yl)piperidine-1-sulfonamide